COC=1C=C(CC(COC2=CC=CC=N2)OCCOC(=O)NCC2=CC=C(C=C2)N(C)C)C=CC1 6-[(3-methoxybenzyl)(4-dimethylaminobenzyl)aminocarbonyloxyethoxyethoxy]pyridine